3-(3-(6-amino-5-fluoropyridin-2-yl)-4-fluorophenyl)-2,2-dimethylpropionic acid tert-butyl ester C(C)(C)(C)OC(C(CC1=CC(=C(C=C1)F)C1=NC(=C(C=C1)F)N)(C)C)=O